tri-methyl-aluminum C[Al](C)C